1-(3-chloro-4-methylphenyl)-3-(2-((1-(2,6-dioxopiperidin-3-yl)-2,5-dioxo-2,5-dihydro-1H-pyrrol-3-yl)amino)benzyl)urea ClC=1C=C(C=CC1C)NC(=O)NCC1=C(C=CC=C1)NC=1C(N(C(C1)=O)C1C(NC(CC1)=O)=O)=O